methyl 2-((2-(((tert-butoxycarbonyl) (2-(6-methoxy-3-nitropyridin-2-yl) ethyl) amino) methyl)-4-fluorophenyl) amino)-5-fluoro-4-(trifluoromethyl)-benzoate C(C)(C)(C)OC(=O)N(CCC1=NC(=CC=C1[N+](=O)[O-])OC)CC1=C(C=CC(=C1)F)NC1=C(C(=O)OC)C=C(C(=C1)C(F)(F)F)F